ClC=1C=CC2=C(CCC=3C(=NC=CC3)C2=C2CCN(CC2)CCCCOC2=CC=C(C=C2)[C@@H]2CC[C@H](CC2)CC(=O)OC)C1 trans-methyl 2-(4-(4-(4-(4-(8-chloro-5,6-dihydro-11H-benzo[5,6]cyclohepta-[1,2-b]pyridin-11-ylidene)piperidin-1-yl)butoxy)phenyl)-cyclohexyl)acetate